BrCCC1=CNC2=CC=C(C=C12)F 3-(2-bromoethyl)-5-fluoro-1H-indole